1-Dodecyl-2-ethylpyridinium chlorid [Cl-].C(CCCCCCCCCCC)[N+]1=C(C=CC=C1)CC